[C@H]12CC(C[C@H](CC1)N2)SC2=CC=C(N=N2)C2=C(C=C(C=C2)C=2C=NNC2)O 2-(6-(((1R,3S,5S)-8-azabicyclo[3.2.1]octan-3-yl)thio)pyridazin-3-yl)-5-(1H-pyrazol-4-yl)phenol